((3-hydroxypropyl)azanediyl)bis(octane-8,1-diyl) (2E,2'E)-bis(3-butyloct-2-enoate) C(CCC)\C(=C/C(=O)OCCCCCCCCN(CCCCCCCCOC(C=C(CCCCC)CCCC)=O)CCCO)\CCCCC